1-(4-((4-((5-(furan-2-yl)-2-((tetrahydro-2H-pyran-4-yl)oxy)phenyl)amino)-7-methoxyquinazolin-6-yl)oxy)piperidin-1-yl)prop-2-en-1-one O1C(=CC=C1)C=1C=CC(=C(C1)NC1=NC=NC2=CC(=C(C=C12)OC1CCN(CC1)C(C=C)=O)OC)OC1CCOCC1